FC1=CC=C(CN2C3=C(OCC2C)C=C(C(=C3)C)N)C=C1 4-(4-fluorobenzyl)-3,6-dimethyl-3,4-dihydro-2H-benzo[b][1,4]oxazin-7-amine